OCCN1CCN(CC1)C1=CC(=NC=2N1N=C(C2C2=CC=CC=C2)C)C=2C=C(C=CC2)CCCCCCCCCNC(OC(C)(C)C)=O tert-butyl (9-(3-(7-(4-(2-hydroxyethyl)piperazin-1-yl)-2-methyl-3-phenylpyrazolo[1,5-a]pyrimidin-5-yl)phenyl)nonyl)carbamate